tert-butyl (3S)-3-anilinopiperidine-1-carboxylate N(C1=CC=CC=C1)[C@@H]1CN(CCC1)C(=O)OC(C)(C)C